N-(2-(5-(2-acetamidopyridin-4-yl)-2-(methylthio)-1-((2-(trimethylsilyl)ethoxy)methyl)-1H-imidazol-4-yl)phenyl)cyclopentanecarboxamide C(C)(=O)NC1=NC=CC(=C1)C1=C(N=C(N1COCC[Si](C)(C)C)SC)C1=C(C=CC=C1)NC(=O)C1CCCC1